N-(4-methyl-3-(2-(thiazol-2-ylamino)-8,9-dihydroimidazo[1',2':1,6]pyrido[2,3-d]pyrimidin-6-yl)phenyl)-4-(trifluoromethyl)picolinamide CC1=C(C=C(C=C1)NC(C1=NC=CC(=C1)C(F)(F)F)=O)C1=CC2=C(N=C(N=C2)NC=2SC=CN2)N2C1=NCC2